ClC=1C=NN2C1N=C(N=C2C2(CCC(CC2)N(C)C)N)C2=C(C=CC=C2F)F 1-(8-chloro-2-(2,6-difluorophenyl)pyrazolo[1,5-a][1,3,5]triazin-4-yl)-N4,N4-dimethylcyclohexane-1,4-diamine